O=C1NC(CCC1N1C(C2=CC=CC(=C2C1=O)NCCOCCOCCOCC(CC1(CN=CC=C1)C(=O)N)F)=O)=O 3-[2-[2-[2-[[2-(2,6-dioxo-3-piperidyl)-1,3-dioxo-isoindolin-4-yl]amino]ethoxy]ethoxy]ethoxyl-2-fluoro-propyl]pyridine-3-carboxamide